N-(methoxyethyl)-2-methyloxazolium COCC[N+]1=C(OC=C1)C